N-((2,4-diisopropyl-6-methoxypyridin-3-yl)carbamoyl)-6-(dimethylamino)-6,7-dihydro-5H-pyrazolo[5,1-b][1,3]oxazine-3-sulfonamide C(C)(C)C1=NC(=CC(=C1NC(=O)NS(=O)(=O)C=1C=NN2C1OCC(C2)N(C)C)C(C)C)OC